3-(5-(1,3,4-oxadiazol-2-yl)pyridin-3-yl)-4-(dimethylamino)phenyl cyclopentylcarbamate C1(CCCC1)NC(OC1=CC(=C(C=C1)N(C)C)C=1C=NC=C(C1)C=1OC=NN1)=O